tert-butyl (3S)-4-((3R)-10-chloro-11-(5-chloro-2,4-difluorophenyl)-3-methoxy-6-oxo-3,4-dihydro-2H,6H-[1,4]thiazepino[2,3,4-ij]quinazolin-8-yl)-3-methylpiperazine-1-carboxylate ClC=1C=C2C(=NC(N3C2=C(C1C1=C(C=C(C(=C1)Cl)F)F)SC[C@@H](C3)OC)=O)N3[C@H](CN(CC3)C(=O)OC(C)(C)C)C